tin oxide dicaprylate C(CCCCCCC)(=O)[O-].C(CCCCCCC)(=O)[O-].[Sn+2]=O